O1CCC(CC1)C1=NC=2C(=NC=CC2C2CCN(CC2)C(=O)C=2SC3=C(C2)C=C(C=C3)C#N)N1 2-[4-(2-tetrahydropyran-4-yl-3H-imidazo[4,5-b]pyridin-7-yl)piperidine-1-carbonyl]benzothiophene-5-carbonitrile